3-(4-bromobenzoyl)-2-butyl-1,3-diazaspiro[4.4]non-1-en-4-one BrC1=CC=C(C(=O)N2C(=NC3(C2=O)CCCC3)CCCC)C=C1